C(C)(C)(C)OC(N[C@H]1CCC[C@@H]2N(C1=O)[C@@H](CC2)C(=O)N2C1(CC1)[C@H]([C@@H](C2)C=2C=NC=C(C2)Cl)C#N)=O Trans-((3s,6s,9as)-3-(6-(5-chloropyridin-3-yl)-7-cyano-4-azaspiro[2.4]heptane-4-carbonyl)-5-oxooctahydro-1H-pyrrolo[1,2-a]azepin-6-yl)carbamic acid tert-butyl ester